ClC1=C(C=C(C=C1)C1=NC=NC2=CC(=CC=C12)N1CCOCC1)C(C1=CC=CC(N1C)=O)O 6-{[2-Chloro-5-(7-morpholin-4-yl-quinazolin-4-yl)-phenyl]hydroxy-methyl}-1-methyl-1H-pyridin-2-one